(2-(4-((bis(phenylmethyloxy)phosphoryl)oxy)phenyl)acetoxy)silver C1(=CC=CC=C1)COP(=O)(OCC1=CC=CC=C1)OC1=CC=C(C=C1)CC(=O)O[Ag]